NC=1C2=C(N=CN1)N(C(=C2C2=CC=C(C=C2)C(=O)N2CCCC2)C=2C=CC1=C(N(C(=N1)C=C)C)C2)C (4-(4-amino-7-methyl-6-(1-methyl-2-vinyl-1H-benzo[d]imidazol-6-yl)-7H-pyrrolo[2,3-d]pyrimidin-5-yl)phenyl)(pyrrolidin-1-yl)methanone